N-{(2S)-2-[(4-{N-[(7S)-4-Fluorobicyclo[4.2.0]octa-1,3,5-trien-7-yl]-N'-hydroxycarbamimidoyl}-1,2,5-oxadiazol-3-yl)oxy]propyl}-2-hydroxyacetamid FC1=CC=C2C[C@@H](C2=C1)NC(=NO)C=1C(=NON1)O[C@H](CNC(CO)=O)C